C1(=CC=CC=C1)C1(CC1)C(=O)NNC1=NC=CC=C1 1-phenyl-N'-(pyridine-2-yl)cyclopropanecarbohydrazide